5-Chloro-2-(pyrimidin-5-yl)pyridin-3-yl 3-[4-(2-aminothiazol-4-yl)-1H-1,2,3-triazol-1-yl]-3-deoxy-2-O-methyl-1-thio-α-D-galactopyranoside NC=1SC=C(N1)C=1N=NN(C1)[C@@H]1[C@H]([C@@H](SC=2C(=NC=C(C2)Cl)C=2C=NC=NC2)O[C@@H]([C@@H]1O)CO)OC